N-(2,2-difluoroethyl)-6-(2-(((1-methylpiperidin-4-yl)methyl)amino)-7H-pyrrolo[2,3-d]pyrimidin-5-yl)imidazo[1,2-a]pyridine-3-carboxamide FC(CNC(=O)C1=CN=C2N1C=C(C=C2)C2=CNC=1N=C(N=CC12)NCC1CCN(CC1)C)F